O[C@@H](COC=1C(=C(C(=C(C(=O)N)C1)NC1=C(C=C(C=C1)I)F)F)F)CO [2(R),3-dihydroxypropoxy]-3,4-difluoro-2-(2-fluoro-4-iodophenylamino)benzamide